NC1=NC=NN2C1=CC=C2[C@]2([C@@H]([C@@H]([C@H](O2)COP(=O)(OC2=CC=CC=C2)N[C@@H](C)C(=O)OC2CC1(C2)CCC1)O)O)C#N spiro[3.3]heptan-2-yl ((((2R,3S,4R,5R)-5-(4-aminopyrrolo[2,1-f][1,2,4]triazin-7-yl)-5-cyano-3,4-dihydroxytetrahydrofuran-2-yl)methoxy)(phenoxy)phosphoryl)-L-alaninate